6-Methoxy-1-methyl-4-[4-(5-methyl-1,3-benzoxazol-2-yl)piperidin-1-yl]-2-oxo-7-[(oxolan-3-yl)oxy]-1,2-dihydroquinoline-3-carboxamide COC=1C=C2C(=C(C(N(C2=CC1OC1COCC1)C)=O)C(=O)N)N1CCC(CC1)C=1OC2=C(N1)C=C(C=C2)C